5-((benzoyloxy)methyl)-3-ethynyl-tetrahydrofuran C(C1=CC=CC=C1)(=O)OCC1CC(CO1)C#C